FC1(CCOCC1)CNC1=C(C=C(C=C1)S(=O)(=O)NC(C1=C(C=CC=C1)N1C2=C(N(CC1)C)N=C1C(=C2)C=CN1)=O)[N+](=O)[O-] N-((4-(((4-fluorotetrahydro-2H-pyran-4-yl)methyl)amino)-3-nitrophenyl)sulfonyl)-2-(4-methyl-2,3,4,6-tetrahydro-1H-pyrrolo[3',2':5,6]pyrido[2,3-b]pyrazin-1-yl)benzamide